CC1=C(C=C(C=C1)NC(=O)C1=CC(=NC=C1)C(F)(F)F)C1=CC(=NC(=C1)N1CCOCC1)C#C[C@@H](C)NC N-(4-methyl-3-{2-[(3R)-3-(methylamino)but-1-yn-1-yl]-6-(morpholin-4-yl)pyridin-4-yl}phenyl)-2-(trifluoromethyl)pyridine-4-carboxamide